FC=1C=C(CN2CCC(CC2)\C=C\2/CC3=C(S2(=O)=O)C=C(C(=C3)OC)OC)C=CC1 (E)-2-((1-(3-fluorobenzyl)piperidin-4-yl)methylene)-5,6-dimethoxy-2,3-dihydrobenzo[b]thiophene 1,1-dioxide